C1OCC12CN(C2)CCOC2=CC1=C(OC[C@@H](C(N1C)=O)N)C=C2 (S)-7-(2-(2-oxa-6-azaspiro[3.3]heptan-6-yl)ethoxy)-3-amino-5-methyl-2,3-dihydrobenzo[b][1,4]oxazepin-4(5H)-one